C(C)OC(=O)C1=C(C=NN1)CO 4-(hydroxymethyl)-1H-pyrazole-5-carboxylic acid ethyl ester